BrC=1C=C(C=C(C1O)Br)C(=O)C=1N(N=C2C=CC=CC12)CC (3,5-dibromo-4-hydroxyphenyl)(2-ethyl-2H-indazol-3-yl)methanone